O=C1C=C(C=NN1C1C(NC(CC1)=O)=O)N1CCNCC1 3-(6-oxo-4-piperazin-1-yl-pyridazin-1-yl)piperidine-2,6-dione